[(3S)-3-hydroxybutyl] 4-methylbenzenesulfonate CC1=CC=C(C=C1)S(=O)(=O)OCC[C@H](C)O